(3-(4-amino-3-(2-fluoro-4-phenoxyphenyl)-1H-pyrazolo[3,4-d]pyrimidin-1-yl)piperidine-1-carbonyl)-4,4-dimethylpent-2-enenitrile NC1=C2C(=NC=N1)N(N=C2C2=C(C=C(C=C2)OC2=CC=CC=C2)F)C2CN(CCC2)C(=O)C(C#N)=CC(C)(C)C